1-amino-N-(2,2,2-trifluoroethyl)piperidine-4-carboxamide hydrochloride Cl.NN1CCC(CC1)C(=O)NCC(F)(F)F